OC1=NC=CC(=C1)CNC(=O)N[C@H]1[C@@H](C1)C1=CC=CC=C1 1-((2-Hydroxypyridin-4-yl)methyl)-3-((1R,2S)-2-phenylcyclopropyl)urea